C(C)(C)(C)OC(=O)N1CCC2(CC(C2)OC(=O)N[C@H](C(=O)N[C@H](C(S(=O)(=O)[O-])O)C[C@@H]2C(NCC2)=O)CC(C)C)CC1.[Na+] Sodium (2S)-2-((S)-2-((((7-(tert-butoxycarbonyl)-7-azaspiro[3.5]nonan-2-yl)oxy) carbonyl)amino)-4-methylpentanamido)-1-hydroxy-3-((R)-2-oxopyrrolidin-3-yl)propane-1-sulfonate